Isostearyl Isostearat C(CCCCCCCCCCCCCCC(C)C)(=O)OCCCCCCCCCCCCCCCC(C)C